2,2-dimethyl-5-{3-[4-(trifluoromethoxy)phenyl]-1,2,4-oxadiazol-5-yl}-1,3-dioxane-5-carboxamide CC1(OCC(CO1)(C(=O)N)C1=NC(=NO1)C1=CC=C(C=C1)OC(F)(F)F)C